C1(CC1)C1=C(C(=NO1)C1=C(C=NC=C1Cl)Cl)COC12CCC(CC1)(CC2)C=2SC1=C(N2)C=C(C=C1C(=O)N)C(F)(F)F 2-(4-((5-cyclopropyl-3-(3,5-dichloropyridin-4-yl)isoxazol-4-yl)methoxy)bicyclo[2.2.2]octan-1-yl)-5-(trifluoromethyl)benzo[d]thiazole-7-carboxamide